CN(CCN(C(NC=1SC(=CN1)C#CC=1C=C(C=CC1C)C1=NC=CC(=C1)C(F)(F)F)=O)C)C (3-((2-(3-(2-(dimethylamino)ethyl)-3-methylureido)thiazol-5-yl)ethynyl)-4-methylphenyl)-4-(trifluoromethyl)pyridine